N1C=CC=2C1=NC=C(C2)OC2=C(C(=O)NS(=O)(=O)C1=CC(=C(C=C1)NCC1CCOCC1)[N+](=O)[O-])C=CC(=C2)C2CCC(CC2)N2C(CCC2)C2=C(C=CC=C2)C(=C)C 2-((1H-pyrrolo[2,3-b]pyridin-5-yl)oxy)-N-((3-nitro-4-(((tetrahydro-2H-pyran-4-yl)methyl)amino)phenyl)sulfonyl)-4-(4-(2-(2-(prop-1-en-2-yl)phenyl)pyrrolidin-1-yl)cyclohexyl)benzamide